hexyl 5-methylsulfonyl-4-oxo-1-[4-(trifluoromethoxy)phenyl]cinnoline-3-carboxylate CS(=O)(=O)C1=C2C(C(=NN(C2=CC=C1)C1=CC=C(C=C1)OC(F)(F)F)C(=O)OCCCCCC)=O